C1(=CC=C(C=C1)C(C(=O)O)(C)O)C1=CC=CC=C1 2-[1,1-biphenyl]-4-yl-2-hydroxypropionic acid